N-(4,6-diamino-2-(5-fluoro-1-(2,6-difluorobenzyl)-1H-pyrazolo[3,4-b]pyridin-3-yl)pyrimidin-5-yl)-1-(trifluoromethyl)cyclopropane-1-carboxamide NC1=NC(=NC(=C1NC(=O)C1(CC1)C(F)(F)F)N)C1=NN(C2=NC=C(C=C21)F)CC2=C(C=CC=C2F)F